C(CCC)C1=NN(C(=C1O)CC)CC 3-n-butyl-1,5-diethyl-4-hydroxypyrazole